N1N=C(C=C1)NC(=O)C1=CC=C2C(N1)=C(C=N2)C2CCN(CC2)C N-[pyrazol-3-yl]-3-(1-methylpiperidin-4-yl)pyrrolo[3,2-b]pyridine-5-carboxamide